2-chloro-4-((2,2,7-trimethyl-6-oxo-1,2,3,4,6,7-hexahydro-[1,4]oxazepino[2,3-c]quinolin-10-yl)amino)nicotinonitrile ClC1=C(C#N)C(=CC=N1)NC1=CC=2C3=C(C(N(C2C=C1)C)=O)OCCC(N3)(C)C